tert-butyl 4-(6-[8-fluoro-2-methylimidazo[1,2-a]pyridin-6-yl]-7-oxothieno[2,3-c]pyridin-2-yl)piperidine-1-carboxylate FC=1C=2N(C=C(C1)N1C(C3=C(C=C1)C=C(S3)C3CCN(CC3)C(=O)OC(C)(C)C)=O)C=C(N2)C